COC1=CC=C(C2=C1NC(=N2)NC(=O)C2=NNC=N2)C2CCOCC2 1H-[1,2,4]Triazole-3-carboxylic acid [7-methoxy-4-(tetrahydropyran-4-yl)-1H-benzoimidazol-2-yl]-amide